OC1=C(C=CC=2SC=CC21)C2=C(N=C(N=N2)N[C@@H]2CN(CC[C@H]2O)C)C (3R,4R)-3-((6-(4-hydroxybenzo[b]thiophen-5-yl)-5-methyl-1,2,4-triazin-3-yl)amino)-1-methylpiperidin-4-ol